linoleic acid eicosyl ester C(CCCCCCCCCCCCCCCCCCC)OC(CCCCCCC\C=C/C\C=C/CCCCC)=O